C1(=CC=CC=C1)N=C(CC(C)=O)C 4-(phenylimino)-2-pentanone